N-[[6-(3-Methylcyclohexoxy)-2-pyridyl]sulfonyl]-2-(2,2,4-trimethylpyrrolidin-1-yl)pyridin-3-carboxamid CC1CC(CCC1)OC1=CC=CC(=N1)S(=O)(=O)NC(=O)C=1C(=NC=CC1)N1C(CC(C1)C)(C)C